3-bromo-1-(p-tolyl)-1H-indazole BrC1=NN(C2=CC=CC=C12)C1=CC=C(C=C1)C